CN1C(=CC2=CC(=CC=C12)C)CCCCC 1,5-dimethyl-2-pentyl-indole